C(#N)C1=CC=C(C=C1)C1C(C1)C1=C(N=NC(=C1)C=1C(NC(NC1)=O)=O)C#N 4-(2-(4-cyanophenyl)cyclopropyl)-6-(2,4-dioxo-1,2,3,4-tetrahydropyrimidin-5-yl)pyridazine-3-carbonitrile